3-(1-(2-(2-fluoro-5-hydroxybenzoyl)-2-azaspiro[3.3]heptan-6-yl)-3-(trifluoromethyl)-1H-pyrazol-5-yl)pyridin-2(1H)-one FC1=C(C(=O)N2CC3(C2)CC(C3)N3N=C(C=C3C=3C(NC=CC3)=O)C(F)(F)F)C=C(C=C1)O